Cerium oxide iridium [Ir+3].[O-2].[Ce+3].[O-2].[O-2]